N-(3-Bromo-5-chloropyridin-2-yl)-N-(4-methoxybenzyl)-2-methylcyclopropane-1-carboxamide BrC=1C(=NC=C(C1)Cl)N(C(=O)C1C(C1)C)CC1=CC=C(C=C1)OC